3-{4,10-bis[2-(tert-butoxy)-2-oxoethyl]-1,4,7,10-tetraazacyclododecan-1-yl}propanoate C(C)(C)(C)OC(CN1CCN(CCN(CCNCC1)CC(OC(C)(C)C)=O)CCC(=O)[O-])=O